C12(CC3CC(CC(C1)C3)C2)NCC#CC=2C=C3C(N(C(=NC3=CC2)C)C2C(NC(CC2)=O)=O)=O 3-(6-(3-(((1s,3s)-adamantan-1-yl)amino)prop-1-yn-1-yl)-2-methyl-4-oxoquinazolin-3(4H)-yl)piperidine-2,6-dione